OC1CCC(CC1)NC1=NC=C(C(=N1)NC(CC)(CC)C)C(=O)N 2-((1r,4r)-4-hydroxycyclohexylamino)-4-(3-methylpentan-3-ylamino)pyrimidine-5-carboxamide